BrC=1C(=C(SC1C)C(C(C(=O)C1=CC=CC=C1)C)=O)O 1-(4-Bromo-3-hydroxy-5-methylthiophen-2-yl)-2-methyl-3-phenylpropane-1,3-dione